S(=O)([O-])O.[NH4+] monoammonium sulfite